COC1=C(C=CC=C1)/C=C/C=NCCCCCCN=C\C=C\C1=C(C=CC=C1)OC N1,N6-bis-((E)-3-(2-methoxyphenyl)-allylidene)-1,6-hexanediamine